2-(2-((1H-1,2,3-triazol-4-yl)amino)ethyl)-3-((3-bromopyridin-2-yl)methyl)isoindolin-1-one N1N=NC(=C1)NCCN1C(C2=CC=CC=C2C1CC1=NC=CC=C1Br)=O